C(C)(C)(C)C1=CC=2C(=NC(=CN2)C(C=CC[C@@H](CC2CC2)[C@H]2N(C(OC2)(C)C)C(=O)OC(C)(C)C)=O)N1C tert-butyl (4R)-4-[(1R)-5-(6-tert-butyl-5-methyl-pyrrolo[2,3-b]pyrazin-3-yl)-1-(cyclopropylmethyl)-5-oxo-pent-3-enyl]-2,2-dimethyl-oxazolidine-3-carboxylate